C(C)(C)C=1C(=NNC1C=1C=C(C=2N(C1)N=CN2)C)C(=O)NC2CCN(CC2)C(=O)OC(C)(C)C tert-butyl 4-(4-isopropyl-5-(8-methyl-[1,2,4]triazolo[1,5-a]pyridin-6-yl)-1H-pyrazole-3-carboxamido)piperidine-1-carboxylate